(4-methoxybenzyloxy)aniline COC1=CC=C(CONC2=CC=CC=C2)C=C1